2,4-diaminopyridine nitrogen [N].NC1=NC=CC(=C1)N